C(#N)N1C[C@]2(CC2C1)NC(=O)C1=NNC(=C1)C1=C(C=NC=C1)NC1=CC=C(C=C1)F N-((1R)-3-Cyano-3-azabicyclo[3.1.0]hexan-1-yl)-5-(3-((4-fluorophenyl)amino)pyridin-4-yl)-1H-pyrazol-3-carboxamid